4-oxo-4,5-dihydrothieno[3,2-c]quinoline-7-carboxylic acid methyl ester COC(=O)C=1C=CC=2C3=C(C(NC2C1)=O)C=CS3